C(C1=CC=CC=C1)OC=1C=C(C=CC1OC)CC(C(C)C)=O 1-(3-(benzyloxy)-4-methoxyphenyl)-3-methylbutan-2-one